N-(3-(isoxazol-3-yl)phenyl)-3-methyl-5-oxo-1-phenyl-4,5-dihydro-1H-pyrazole-4-carboxamide O1N=C(C=C1)C=1C=C(C=CC1)NC(=O)C1C(=NN(C1=O)C1=CC=CC=C1)C